tert-butyl 4-(2-(3,4-dimethoxyphenyl)-6-(4-(4-isopropylpiperazin-1-yl)phenyl)-1-methyl-1H-benzo[d]imidazol-4-yl)-3,6-dihydropyridine-1(2H)-carboxylate COC=1C=C(C=CC1OC)C1=NC2=C(N1C)C=C(C=C2C=2CCN(CC2)C(=O)OC(C)(C)C)C2=CC=C(C=C2)N2CCN(CC2)C(C)C